BrC1=C(C(=O)O)C=C(C=C1)NC(COCC)=O 2-bromo-5-(2-ethoxyacetamido)benzoic acid